5,5'-methylene-bis(anthranilic acid) C(C1=CC=C(C(C(=O)O)=C1)N)C1=CC=C(C(C(=O)O)=C1)N